3-methyl-4-(trifluoromethyl)benzo[b]thiophene-2-carboxylic acid ethyl ester C(C)OC(=O)C1=C(C2=C(S1)C=CC=C2C(F)(F)F)C